OCCCN1CCN(CC1)C(=O)OCC1=CC=CC=C1 benzyl 4-(3-hydroxypropyl)piperazine-1-carboxylate